(2S)-4-(5-{2-[(tert-butoxycarbonyl)amino]Ethyl}-6-methoxy-1-benzothien-2-yl)-2-methyl-4-oxobutanoic acid methyl ester COC([C@H](CC(=O)C=1SC2=C(C1)C=C(C(=C2)OC)CCNC(=O)OC(C)(C)C)C)=O